4-(4-methoxyoxane-4-carbonyl)-12-methyl-N-[(1R)-1-[3-(trifluoromethyl)phenyl]ethyl]-1,4,8,10-tetraazatricyclo[7.3.0.02,6]dodeca-2(6),7,9,11-tetraen-7-amine COC1(CCOCC1)C(=O)N1CC=2N3C(=CN=C3N=C(C2C1)N[C@H](C)C1=CC(=CC=C1)C(F)(F)F)C